ClC1=C(C(=NN(C1=O)CC(=O)OCC)C(C)C)OCC(C)C ethyl 2-(5-chloro-4-isobutoxy-3-isopropyl-6-oxopyridazin-1(6H)-yl)acetate